1-(4-(5-(4-ethylphenyl)-4,5-dihydroisoxazol-3-yl)benzyl)azetidine-3-carboxylic acid sodium salt [Na+].C(C)C1=CC=C(C=C1)C1CC(=NO1)C1=CC=C(CN2CC(C2)C(=O)[O-])C=C1